BrC=1C=C(C2=C(CCO2)C1)NC1C(NC(CC1)=O)=O 3-((5-Bromo-2,3-dihydrobenzofuran-7-yl)amino)piperidine-2,6-dione